2,2-bis(4-cyanophenyl)propane tert-butyl-8-(4-(quinolin-3-yl)pyrimidin-2-yl)-3,8-diazabicyclo[3.2.1]octane-3-carboxylate C(C)(C)(C)OC(=O)N1CC2CCC(C1)N2C2=NC=CC(=N2)C=2C=NC1=CC=CC=C1C2.C(#N)C2=CC=C(C=C2)C(C)(C)C2=CC=C(C=C2)C#N